(5R)-2-(4-chloro-2-hydroxybenzene-1-carbonyl)-9,9-dimethyl-8-oxo-2-azaspiro[4.5]dec-6-ene-7-carbonitrile ClC1=CC(=C(C=C1)C(=O)N1C[C@]2(CC1)C=C(C(C(C2)(C)C)=O)C#N)O